α-methyl-acrylonitrile CC(C#N)=C